ClC1=CC=C(C=C1)CN1C([C@H](CSC2=C1C=C(C(=C2)F)C#C)NC(OC(C)(C)C)=O)=O tert-butyl N-[(3R)-5-[(4-chlorophenyl)methyl]-7-ethynyl-8-fluoro-4-oxo-2,3-dihydro-1,5-benzothiazepin-3-yl]carbamate